C(C)OC(=O)OCOC(=O)[C@H]1C2CCC([C@@H]1NC1=NC(=NC(=C1F)C=1SC=CC1)Br)CC2 (2S,3S)-3-((2-bromo-5-fluoro-6-(2-thienyl)pyrimidin-4-yl)amino)bicyclo[2.2.2]Octane-2-carboxylic acid ethoxycarbonyloxymethyl ester